C(\C=C\CC(=O)[O-])C(=O)[O-].[NH4+].[NH4+] ammonium trans-2-butene-1,4-dicarboxylate salt